(3-nitro-5-trifluoromethylpyridin-2-yl)-(2,2,2-trifluoroethyl)amine [N+](=O)([O-])C=1C(=NC=C(C1)C(F)(F)F)NCC(F)(F)F